COC=1C=NCN(C1)C1=NNC(=C1)C 5-methoxy-N-(5-methyl-1H-pyrazol-3-yl)pyrimidin